methyl-arsonic acid (methylarsonate) C[As](O)(O)=O.C[As](O)(O)=O